dimethyl 5-nitro-tetradecanedioate [N+](=O)([O-])C(CCCC(=O)OC)CCCCCCCCC(=O)OC